COC1=C(C(=CC=2CNC(C3=C(C21)C=C(C(=C3)OC)OC)C)OC)OC 1,2,3,9,10-pentamethoxy-7-methyl-6,7-dihydro-5H-dibenzo[c,e]azepine